2-(Azepan-1-yl)-4-((4-(3-(hydroxymethyl)piperidin-1-yl)phenyl)amino)pyrimido[4,5-d]pyridazin-5(6H)-on N1(CCCCCC1)C=1N=C(C2=C(C=NNC2=O)N1)NC1=CC=C(C=C1)N1CC(CCC1)CO